S1C(=NC2=C1C=CC=C2)NC(=O)C=2C=CC=C1CCN(CC21)C2=CC=C(C(=N2)C(=O)OC(C)(C)C)C2=C(C=C(O[C@H](CCC1CCN(CC1)CC(=O)O)C)C=C2)C 2-[4-[(3S)-3-[4-[6-[8-(1,3-benzothiazol-2-ylcarbamoyl)-3,4-dihydro-1H-isoquinolin-2-yl]-2-tert-butoxycarbonyl-3-pyridyl]-3-methyl-phenoxy]butyl]-1-piperidyl]acetic acid